3-bromo-2-(4-fluorophenyl)-4,5,6,7-tetrahydro-2H-indazole BrC=1N(N=C2CCCCC12)C1=CC=C(C=C1)F